5-morpholin-one N1CCOCC1=O